FC=1C=C2C(=NC=NC2=CC1)N1CC(CCC1)CN(S(=O)(=O)C1=CC=CC=C1)C(C)C N-((1-(6-FLUOROQUINAZOLIN-4-YL)PIPERIDIN-3-YL)METHYL)-N-ISOPROPYLBENZENESULFONAMIDE